C(O)[C-]1C=CC=C1.[C-]1(C=CC=C1)CO.[Fe+2] 1,1'-dimethylolferrocene